(trifluoromethyl)-2,3-dihydro-[1,3]thiazolo[3,2-a]pyrimidin-5-one FC(F)(F)C1CN2C(=NC=CC2=O)S1